(2S,3S,4R,5S)-N-(5-[[4-chloro-3-([1-[4-(2-cyclopropoxyphenyl)pyridin-3-yl]cyclopropoxy]methyl)phenyl]sulfanyl]pentyl)-2,3,4,5,6-pentahydroxy-N-[2-(2-hydroxyethoxy)ethyl]hexanamide ClC1=C(C=C(C=C1)SCCCCCN(C([C@H]([C@H]([C@@H]([C@H](CO)O)O)O)O)=O)CCOCCO)COC1(CC1)C=1C=NC=CC1C1=C(C=CC=C1)OC1CC1